3-amino-6-(4-(2-(3,5-difluorophenyl)-2-hydroxyacetamido)-2-ethylphenyl)-N-(oxetan-3-yl)pyrazine-2-carboxamide NC=1C(=NC(=CN1)C1=C(C=C(C=C1)NC(C(O)C1=CC(=CC(=C1)F)F)=O)CC)C(=O)NC1COC1